FC=1C=C2CCNCC2=CC1NC1=NC=C(C(=N1)C=1SC=C(C1)S(=O)(=O)C)C(F)(F)F 6-fluoro-N-[4-(4-methylsulfonyl-2-thienyl)-5-(trifluoromethyl)pyrimidin-2-yl]-1,2,3,4-tetrahydroisoquinolin-7-amine